C[C@]12CCCC[C@H]2CC[C@@H]1[C@H](C)CCCC1(OC1)C (1R,3aS,7aR,E)-7a-methyl-1-((2R)-5-(2-methyl-oxiran-2-yl)pentan-2-yl)octahydro-4H-inden